tert-butyl 6-(4-aminophenyl)-7,7-difluoro-3-azabicyclo[4.1.0]heptane-3-carboxylate NC1=CC=C(C=C1)C12CCN(CC2C1(F)F)C(=O)OC(C)(C)C